ClC=1CN(C=C(N1)Cl)C1=NN(C=C1C)C 3,5-dichloro-1-(1,4-dimethyl-1H-pyrazol-3-yl)pyrazine